[Si](C)(C)(C(C)(C)C)OC[C@H]1OCC(CN(C1)C(=O)OC(C)(C)C)=O tert-butyl (2S)-2-{[(tert-butyldimethylsilyl)oxy]methyl}-6-oxo-1,4-oxazepane-4-carboxylate